C(#N)C=1C(=NC=CC1)SC=1C=2N(C=C(C1)C=1C=NN(C1C)[C@@H]1CNCCC1)N=CC2C#N (S)-4-((3-cyanopyridin-2-yl)thio)-6-(5-methyl-1-(piperidin-3-yl)-1H-pyrazol-4-yl)pyrazolo[1,5-a]pyridine-3-carbonitrile